NC1=C(C(=NC=2N1N=C(C2CC(C)C)C)S(=O)(=O)C)C#N 7-Amino-3-isobutyl-2-methyl-5-(methyl-sulfonyl)pyrazolo[1,5-a]pyrimidine-6-carbonitrile